ClC=1C=CC(=NC1)CC(F)(F)F 5-chloro-2-(2,2,2-trifluoroethyl)pyridine